2-bromo-4-(isopropylamino)thieno[2,3-b]pyridine-5-carboxylic acid BrC1=CC=2C(=NC=C(C2NC(C)C)C(=O)O)S1